methyl-5-phenyl-1-pentanol CC(CCCCC1=CC=CC=C1)O